n-hexadecyl 3-methyl-4-oxo-3,4-dihydroimidazo[5,1-d][1,2,3,5]tetrazine-8-carboxylate CN1N=NC=2N(C1=O)C=NC2C(=O)OCCCCCCCCCCCCCCCC